C(C)(=O)OCC=CCCCCCCCC(=O)[O-] 11-Acetoxy-9-undecenoat